2-({3',5'-dichloro-2'-[(pyridine-3-sulfonyl)amino][1,1'-biphenyl]-4-yl}oxy)propanoic acid ClC=1C(=C(C=C(C1)Cl)C1=CC=C(C=C1)OC(C(=O)O)C)NS(=O)(=O)C=1C=NC=CC1